ClC=1C=C(C=CC1)C1=CC(=CC=C1OC(F)F)CC1=NN=NN1CC(=O)O 2-(5-((3'-chloro-6-(difluoromethoxy)-[1,1'-biphenyl]-3-yl)methyl)-1H-tetrazol-1-yl)acetic acid